6-(2-Methoxyphenyl)-2-phenyl-4-(4-phenylaminophenyl)pyridine COC1=C(C=CC=C1)C1=CC(=CC(=N1)C1=CC=CC=C1)C1=CC=C(C=C1)NC1=CC=CC=C1